C1(=CC=CC=C1)N(C1=CC=CC=C1)C1=CC=C(C=CC2=CC=CC=C2)C=C1 4-(N,N-diphenyl)aminostyrylbenzene